N1N=NC2=C1C=C(C=C2)C2=NN1C(CN(CC1)C(\C=C\CN(C)C)=O)=C2C2=CC=NC=C2 (2E)-1-[2-(1H-benzotriazol-6-yl)-3-(pyridin-4-yl)-6,7-dihydropyrazolo[1,5-a]pyrazin-5(4H)-yl]-4-(dimethylamino)but-2-en-1-one